ClC1=CC=C(OCC(=O)N2CCNCC2)C=C1 2-(4-chlorophenoxy)-1-(piperazin-1-yl)ethanone